O1COC2=C1C=CC=C2CCO 2-(benzo[d][1,3]dioxol-4-yl)ethan-1-ol